CS(=O)(=O)OC(C)CC=1C=CC2=C(SCO2)C1 (benzo[d][1,3]oxathiol-5-yl)propan-2-yl methanesulfonate